3-(2-(3-acrylamidopropyl)-4,5-dibromo-3,6-dioxo-3,6-dihydropyridazin-1(2H)-yl)propionic acid C(C=C)(=O)NCCCN1N(C(C(=C(C1=O)Br)Br)=O)CCC(=O)O